CC1=C(C(=CC=C1)C)N1C(N(C2=NC(=NC=C2C1)NC1=CC(=C(C=C1)N1CCN(CC1)C)CO)CCC(=O)O)=O 3-{3-(2,6-Dimethyl-phenyl)-7-[3-hydroxymethyl-4-(4-methyl-piperazin-1-yl)-phenylamino]-2-oxo-3,4-dihydro-2H-pyrimido[4,5-d]pyrimidin-1-yl}-propionic acid